3-(3-ethyl-4-oxo-spiro[6,8-dihydro-5H-pyrazolo[4,3-c]azepine-7,4'-tetrahydropyran]-1-yl)propyl isoxazole-5-carboxylate O1N=CC=C1C(=O)OCCCN1N=C(C=2C(NCC3(CCOCC3)CC21)=O)CC